tert-Butyl 3-hydroxy-8-azabicyclo[3.2.1]octane-8-carboxylate OC1CC2CCC(C1)N2C(=O)OC(C)(C)C